CC(C(C)C)C1=CC=CC=C1 (1,2-dimethylpropyl)benzene